(S)-N-(1-cycloheptyl-2-((5-(4-(hydroxymethyl)-1-methyl-1H-pyrazol-5-yl)pyridin-2-yl)amino)-2-oxoethyl)-3-ethylisoxazole-4-carboxamide C1(CCCCCC1)[C@@H](C(=O)NC1=NC=C(C=C1)C1=C(C=NN1C)CO)NC(=O)C=1C(=NOC1)CC